OC(C(=O)[O-])(C)C1=CC2=C(N=C(S2)NC(=O)NC2=CC=CC=C2)C=C1 2-hydroxy-2-(2-(3-phenylureido)benzo[d]thiazol-6-yl)propanoate